FC(CCCCCCCCCCCCCCCC[C@H](COC(C1=CC=CC=C1)(C1=CC=CC=C1)C1=CC=CC=C1)OCC=1C=C(C#N)C=C(C1)F)F (R)-3-(((19,19-difluoro-1-(trityloxy)nonadecan-2-yl)oxy)methyl)-5-fluorobenzonitrile